3-iodo-5-(trimethylstannyl)-L-thyronine IC=1C=C(C[C@H](N)C(=O)O)C=C(C1OC1=CC=C(C=C1)O)[Sn](C)(C)C